BrCC1=CC=C(C=C1)OCCOCC#C 1-(bromomethyl)-4-(2-(prop-2-yn-1-yloxy)ethoxy)benzene